1-(3,3,3-trifluoropropyl)-1H-indol FC(CCN1C=CC2=CC=CC=C12)(F)F